C(C)(C)(C)OC(=O)N(CCCCCCCCOC1=CC=C(C(=O)O)C=C1)C(=O)OC(C)(C)C 4-[8-[bis(tert-butoxycarbonyl)amino]octoxy]benzoic acid